3-ethoxypropyl-sulfonic acid sodium salt [Na+].C(C)OCCCS(=O)(=O)[O-]